butane-1-sulfonic acid sodium salt [Na+].C(CCC)S(=O)(=O)[O-]